1-ethylquinoxaline C(C)N1CC=NC2=CC=CC=C12